ethyl ((5-fluoro-1-(1-(4-(propan-2-ylidene)cyclohexyl) piperidin-4-yl)-3-(pyrrolidin-1-ylmethyl)-1H-indol-2-yl)methyl)carbamate FC=1C=C2C(=C(N(C2=CC1)C1CCN(CC1)C1CCC(CC1)=C(C)C)CNC(OCC)=O)CN1CCCC1